N4-(8-methylcinnolin-4-yl)-N2-(4-(piperazin-1-ylmethyl)phenyl)pyrimidine-2,4-diamine CC=1C=CC=C2C(=CN=NC12)NC1=NC(=NC=C1)NC1=CC=C(C=C1)CN1CCNCC1